ClC1=CC=C(C2=C1C=CO2)COC2=CC=CC=N2 6-((4-chlorobenzofuran-7-yl)methoxy)pyridine